COC(C1=C(C(=C(C=C1)Br)[N+](=O)[O-])CBr)=O C4-bromo-2-(bromomethyl)-3-nitrobenzoic acid methyl ester